Cl.BrC1=CC(=NC=C1)C(COC)N 1-(4-bromopyridin-2-yl)-2-methoxyethylamine hydrochloride